7-((7-(benzyloxy)-2,2-diphenylbenzo[d][1,3]dioxole-5-carbonyl) oxy)-2,2-diphenylbenzo[d][1,3]dioxole-5-carboxylate C(C1=CC=CC=C1)OC1=CC(=CC2=C1OC(O2)(C2=CC=CC=C2)C2=CC=CC=C2)C(=O)OC2=CC(=CC1=C2OC(O1)(C1=CC=CC=C1)C1=CC=CC=C1)C(=O)[O-]